BrC=1SC2=C3C(CCCOC13)=C(NC2=O)C(COC)O 1-bromo-5-(1-hydroxy-2-methoxyethyl)-4,6,7,8-tetrahydro-3H-9-oxa-2-thia-4-azabenzo[cd]azulen-3-one